BrC1=C2C(=NN(C2=CC=C1)[C@@H]1C[C@H](C1)CO)C1CC1 (trans-3-(4-bromo-3-cyclopropyl-1H-indazol-1-yl)cyclobutyl)methanol